tert-butyl (S)-4-(3-(4-(4-((1-(tert-butoxycarbonyl)pyrrolidin-3-yl)oxy)-3-cyclohexylbenzoyl)piperazine-1-carbonyl)-5-fluorophenyl)-3-oxopiperazine-1-carboxylate C(C)(C)(C)OC(=O)N1C[C@H](CC1)OC1=C(C=C(C(=O)N2CCN(CC2)C(=O)C=2C=C(C=C(C2)F)N2C(CN(CC2)C(=O)OC(C)(C)C)=O)C=C1)C1CCCCC1